ClC1=CC2=C(N(C(C(N2C)=O)=O)C2CCN(CC2)C(CC2=CC=CC=C2)=O)N=C1 7-chloro-1-methyl-4-(1-(2-phenylacetyl)piperidin-4-yl)-1,4-dihydropyrido[2,3-b]pyrazine-2,3-dione